C(C1=CC=CC=C1)OC1=NC(=CC=C1C1=CC=C(C=C1)N1C[C@@H](N(CC1)C(=O)OC(C)(C)C)C)OCC1=CC=CC=C1 tert-butyl (S)-4-(4-(2,6-bis(benzyloxy)pyridin-3-yl)phenyl)-2-methylpiperazine-1-carboxylate